o-chlorobenzoic acid-14C ClC1=C([14C](=O)O)C=CC=C1